5-ethyl-N-((S)-5-methyl-4-oxo-2,3,4,5-tetrahydrobenzo[b][1,4]oxazepin-3-yl)-4,5,6,7-tetrahydro-2H-indazole-3-carboxamide C(C)C1CC2=C(NN=C2CC1)C(=O)N[C@@H]1C(N(C2=C(OC1)C=CC=C2)C)=O